(S)-2-amino-1-(3-methoxy-2,6-dimethylphenyl)-5,6-dimethyl-1H-pyrrolo[2,3-b]pyridine-3-carboxylic acid benzyl ester C(C1=CC=CC=C1)OC(=O)C1=C(N(C2=NC(=C(C=C21)C)C)C2=C(C(=CC=C2C)OC)C)N